(S)-N-[(1S)-1-{3-chloro-5-fluoro-2-[(4-methoxyphenoxy)methyl]phenyl}(1,2,2,2-2H4)ethyl]-2-methylpropane-2-sulfinamide ClC=1C(=C(C=C(C1)F)[C@@](C([2H])([2H])[2H])([2H])N[S@@](=O)C(C)(C)C)COC1=CC=C(C=C1)OC